OC(C)(C)C1=CC=CC(=N1)N1NC(C=2C1=NC=NC2)=O 1-[6-(1-hydroxy-1-methyl-ethyl)-2-pyridyl]pyrazolo[3,4-d]pyrimidin-3-one